trans-4-(((trans-4-(3-cyano-4-methoxyphenyl)cyclohexyl)methyl)(3-(2-cyclopropyloxazol-4-yl)phenyl)carbamoyl)cyclohexanecarboxylic acid methyl ester COC(=O)[C@@H]1CC[C@H](CC1)C(N(C1=CC(=CC=C1)C=1N=C(OC1)C1CC1)C[C@@H]1CC[C@H](CC1)C1=CC(=C(C=C1)OC)C#N)=O